ClC=1C=CC2=C(NN=N2)C1 6-Chloro-1H-benzotriazole